4-(6-bromopyridin-2-yl)-1,2,6-trimethylpiperazine BrC1=CC=CC(=N1)N1CC(N(C(C1)C)C)C